BrC=1C=NN2C1N=C1C(=C2Cl)CCC12CCCC2 3-bromo-8-chloro-6,7-dihydrospiro[cyclopenta[d]pyrazolo[1,5-a]pyrimidine-5,1'-cyclopentane]